C1(=CC=CC2=CC=CC=C12)CCCN Naphthylpropylamine